acryloyloxymethyl-N,N-dimethylammonium C(C=C)(=O)OC[NH+](C)C